O(C(=O)CCCCCCCCC)C(C)CCCC.[Na] sodium 2-hexyl caprate